2-{3-[(3r,5s)-3,5-dimethylpiperazin-1-yl]-1,2,4-triazin-6-yl}-5-(2-methyl-[1,2,4]triazolo[1,5-a]pyrimidin-6-yl)phenol dihydrochloride Cl.Cl.C[C@@H]1CN(C[C@@H](N1)C)C=1N=NC(=CN1)C1=C(C=C(C=C1)C=1C=NC=2N(C1)N=C(N2)C)O